The molecule is a member of the class of furans that is 5-methyl-2-methylenefuran carrying additional oxo and hydroxy groups at positions 3 and 4 respectively. It is a member of furans, an enol, a cyclic ketone and an enone. It is a tautomer of a 2-methyl-5-methylenefuran-3,4-dione. CC1=C(C(=O)C(=C)O1)O